C1=NC(=C(N1[C@H]2[C@@H]([C@@H]([C@H](O2)COP(=O)(O)O)O)O)N)C(=O)N The molecule is a 1-(phosphoribosyl)imidazolecarboxamide that is acadesine in which the hydroxy group at the 5' position has been converted to its monophosphate derivative. It has a role as a cardiovascular drug, a plant metabolite, a human metabolite, an Escherichia coli metabolite, a Saccharomyces cerevisiae metabolite and a mouse metabolite. It is a 1-(phosphoribosyl)imidazolecarboxamide and an aminoimidazole. It derives from an acadesine. It is a conjugate acid of a 5-amino-1-(5-phospho-D-ribosyl)imidazole-4-carboxamide(2-).